COC([C@H](C(C)(C)C)N1N=NC(=C1)C)=O (S)-3,3-dimethyl-2-(4-methyl-1H-1,2,3-triazol-1-yl)butanoic acid methyl ester